C(C)C1=C(C=C2C(=C3C(=NC2=C1)CCCCC3)NC3CCN(CC3)C)OC N-{3-ethyl-2-methoxy-6H,7H,8H,9H,10H-cyclohepta[b]quinolin-11-yl}-1-methylpiperidin-4-amine